4-amino-N-(1-methyl-1H-pyrazol-4-yl)-N-(4-(trifluoromethyl)benzyl)imidazo[1,5-a]pyrido[3,4-e]pyrazine-8-formamide NC=1C=2N(C3=C(N1)C=NC(=C3)C(=O)N(CC3=CC=C(C=C3)C(F)(F)F)C=3C=NN(C3)C)C=NC2